(2-(Benzyloxy)-6-((7-(benzyloxy)-6-(methoxy-d3)-1,2,3,4-tetrahydroisoquinolin-1-yl)methyl)-3-(methoxy-d3)phenyl)methanol C(C1=CC=CC=C1)OC1=C(C(=CC=C1OC([2H])([2H])[2H])CC1NCCC2=CC(=C(C=C12)OCC1=CC=CC=C1)OC([2H])([2H])[2H])CO